(2-fluoro-4-(4,4,5,5-tetramethyl-1,3,2-dioxaborolan-2-yl)phenyl)(morpholino)methanone FC1=C(C=CC(=C1)B1OC(C(O1)(C)C)(C)C)C(=O)N1CCOCC1